C(N)(=O)C1=C(C=CC=C1)NC(=O)C=1SC(=CC1)Cl N-(2-carbamoylphenyl)-5-chlorothiophene-2-carboxamide